C12NC(CC2OC1=O)=O 6-oxa-2-azabicyclo[3.2.0]heptane-3,7-dione